N1C(=CC2=CC=CC=C12)C=1C=C(NC2=CC=C(C=C2)C=2N=NC=CC2)C=CC1 3-(1H-indol-2-yl)-N-(4-pyridazin-3-ylphenyl)aniline